NC1=C(C=C(C=C1N)Br)C(=O)N1CCOCC1 (2,3-diamino-5-bromophenyl)(morpholino)methanone